(3-chloro-2-methoxyphenyl-4,5,6-d3)boric acid ClC=1C(=C(C(=C(C1[2H])[2H])[2H])OB(O)O)OC